C(C)OC(=O)C=1OC=C(C(C1)=O)C(=O)OCC 4-oxo-4H-pyran-2,5-dicarboxylic acid diethyl ester